ClC=1C(=NC(=NC1)NC1=C(C=C(C=C1)N1CCN(CC1)CC1CCN(CC1)C1=CC=C(C(=O)NC2C(NC(CC2)=O)=O)C=C1)OC)NC1=C(C=CC=C1)P(=O)(C)C 4-(4-((4-(4-((5-chloro-4-((2-(dimethylphosphoryl)phenyl)amino)pyrimidin-2-yl)amino)-3-methoxyphenyl)piperazin-1-yl)methyl)piperidin-1-yl)-N-(2,6-dioxopiperidin-3-yl)benzamide